2-{tert-butyldimethylsilanyloxymethyl}-3-fluoroaniline [Si](C)(C)(C(C)(C)C)OCC1=C(N)C=CC=C1F